4-[[2-(6-oxo-7-oxa-2,5-diazaspiro[3.4]octane-2-carbonyl)-2-azaspiro[3.3]heptan-6-yl]methyl]-2-(trifluoromethoxy)benzamide O=C1NC2(CN(C2)C(=O)N2CC3(C2)CC(C3)CC3=CC(=C(C(=O)N)C=C3)OC(F)(F)F)CO1